CC=1C=C(C=CC1)N1C(NC(NC1=O)=O)=O 3-(3-methylphenyl)-1,3,5-triazinane-2,4,6-trione